ClC1=CC(=C(N=N1)C(=O)NC([2H])([2H])[2H])NC1=NC(=CC=C1SC)OC 6-chloro-4-((6-methoxy-3-(methylthio)pyridin-2-yl)amino)-N-(methyl-d3)pyridazine-3-carboxamide